7-(3-bromo-5-chloro-phenyl)-6-tert-butylsulfinyl-2-oxa-6-azaspiro[3.3]heptane BrC=1C=C(C=C(C1)Cl)C1N(CC12COC2)S(=O)C(C)(C)C